O=C1N(CC2=CC(=CC=C12)C1CCN(CC1)C1=CC=CC=C1)C1C(NC(CC1)=O)=O 3-(1-oxo-5-(1-phenylpiperidin-4-yl)isoindolin-2-yl)piperidine-2,6-dione